1-((7-((R)-3-Cyclohexyl-2-methylpropanyl)-10-hydroxy-7-azaspiro[4.5]decan-10-yl)methyl)piperazin-2-one C1(CCCCC1)C[C@H](CN1CC2(CCCC2)C(CC1)(O)CN1C(CNCC1)=O)C